ClC=1N=CC=2N=C(N(C(C2N1)=O)C)C(F)(F)F 6-chloro-3-methyl-2-(trifluoromethyl)pyrimido[5,4-d]pyrimidin-4-one